(5S,6S,9R)-5-amino-6-(2,3-difluorophenyl)-6,7,8,9-tetrahydro-5H-cyclohept[b]pyridin-9-yl-4-(2-Oxo-1,2-dihydroquinolin-3-yl)azepane-1-carboxylate N[C@H]1[C@@H](CC[C@H](C2=NC=CC=C21)OC(=O)N2CCC(CCC2)C=2C(NC1=CC=CC=C1C2)=O)C2=C(C(=CC=C2)F)F